3-aminopropyl-2-(4-(4-(4-(diphenylmethoxy) piperidin-1-yl)-butyryl) phenyl)-2-methylpropionate NCCCOC(C(C)(C)C1=CC=C(C=C1)C(CCCN1CCC(CC1)OC(C1=CC=CC=C1)C1=CC=CC=C1)=O)=O